2,3-dibromo-3-(4-chlorophenyl)-1-phenylpropan-1-one BrC(C(=O)C1=CC=CC=C1)C(C1=CC=C(C=C1)Cl)Br